ethyl 6-chloro-3-(3-(4-chloro-3,5-dimethylphenoxy)propyl)-1H-indole-2-carboxylate ClC1=CC=C2C(=C(NC2=C1)C(=O)OCC)CCCOC1=CC(=C(C(=C1)C)Cl)C